2,7-dihydro-1,3-oxaazepin O1CN=CC=CC1